3-(8-amino-1,7-naphthyridin-2-yl)-N-(3-(dimethylamino)propyl)benzamide NC=1N=CC=C2C=CC(=NC12)C=1C=C(C(=O)NCCCN(C)C)C=CC1